4-((S or R)-4-((1R,5S)-3,8-diazabicyclo[3.2.1]octan-3-yl)-6-chloro-8-fluoro-2-((1-methyl-azetidin-3-yl)methoxy)quinazolin-7-yl)naphthalen [C@H]12CN(C[C@H](CC1)N2)C2=NC(=NC1=C(C(=C(C=C21)Cl)C2=CC=CC1=CC=CC=C21)F)OCC2CN(C2)C